FC(C1=CC=C(C=C1)N1C=2N(CC(C1)C(C)(C)NC(C=C)=O)N=CC2)(F)F N-(2-(4-(4-(trifluoromethyl)phenyl)-4,5,6,7-tetrahydropyrazolo[1,5-a]pyrimidin-6-yl)propan-2-yl)acrylamide